BrC1=NNC2=C1C=1N(C(=N2)Cl)C=CN1 9-bromo-5-chloro-7H-imidazo[1,2-c]Pyrazolo[4,3-e]Pyrimidine